5-((di-tert-butoxyphosphoryl)oxy)pentanoic acid C(C)(C)(C)OP(=O)(OC(C)(C)C)OCCCCC(=O)O